C(C1=CC=CC=C1)S(=O)(=O)N1C=CC=2N=C(N=C(C21)NC=2N=CN(C2)C2=CC(=C(C(=C2)OC)OC)OC)N2[C@@H](CCC2)C(=O)N (S)-1-(5-toluenesulfonyl-4-((1-(3,4,5-trimethoxyphenyl)-1H-imidazol-4-yl)amino)-5H-pyrrolo[3,2-d]pyrimidin-2-yl)pyrrolidine-2-carboxamide